C(C)C1=CC=C(C=N1)CN1N=C2C3=C(CCC2=C1)OC(=C3C)C(=O)OCC ethyl 2-[(6-ethylpyridin-3-yl) methyl]-8-methyl-4,5-dihydro-2H-furo[2,3-g]indazole-7-carboxylate